OC(C)C1=CC=2N(C=C1)N=C(N2)N[C@@H]2C[C@H](CC2)NC2=CC=C(C=N2)N2C(C=CC=C2)=O 6'-(((1S,3S)-3-((7-(1-hydroxyethyl)-[1,2,4]triazolo[1,5-a]pyridin-2-yl)amino)cyclopentyl)amino)-2H-[1,3'-bipyridyl]-2-one